NC1(C=C(C(C=C1)=C1C(=CC(N)(C=C1)N)S(=O)(=O)O)S(=O)(=O)O)N 4,4'-diaminobenzidine-2,2'-disulfonic acid